N,N-dimethyl-N2-[4-(2-oxo-3,6-dihydro-2H-1,3,4-oxadiazin-5-yl)-2-(trifluoromethyl)phenyl]glycinamide CN(C(CNC1=C(C=C(C=C1)C1=NNC(OC1)=O)C(F)(F)F)=O)C